CC=1C=C(C=CC1C=1C=NC(=CC1)C)OS(=O)(=O)C(F)(F)F [3-methyl-4-(6-methyl-3-pyridyl)phenyl]trifluoromethanesulfonate